FC([C@H](O)[C@@H]1[C@H]2CC[C@@H](CN1)N2C(=O)OC(C)(C)C)F tert-butyl (1R,2S,5S)-2-((R)-2,2-difluoro-1-hydroxyethyl)-3,8-diazabicyclo[3.2.1]octane-8-carboxylate